C1(CC1)S(=O)(=O)NC=1SC2=C(N1)C(CC2)C(=O)NC2=CC=C(C=C2)C=2C=NC=C(C2)F 2-(cyclopropanesulfonylamino)-N-(4-(5-fluoropyridin-3-yl)phenyl)-5,6-dihydro-4H-cyclopenta[d]thiazole-4-carboxamide